hydroxy-[[N'-methyl-N-(oxolan-3-ylmethyl)carbamimidoyl]amino]-oxoazanium O[N+](=O)NC(NCC1COCC1)=NC